FC1=C(C=C(C=C1)OC)CCNS(=O)(=O)C=1C=CC2=C(C(=C(O2)C(=O)O)C)C1 5-(N-(2-fluoro-5-methoxyphenylethyl)sulfamoyl)-3-methylbenzofuran-2-carboxylic acid